O1COC2=C1C=CC(=C2)[C@@H](NC(N[C@H](COC(N(CC=2SC=CC2)CC=2SC=CC2)=O)CCCC)=O)CC(=O)OC methyl (6S,10S)-10-(1,3-benzodioxol-5-yl)-6-butyl-3,8-dioxo-1-(2-thienyl)-2-(2-thienylmethyl)-4-oxa-2,7,9-triazadodecan-12-oate